5-((2-chloropyridin-4-yl)oxy)-2-cyclopentyl-4-phenylthiazole ClC1=NC=CC(=C1)OC1=C(N=C(S1)C1CCCC1)C1=CC=CC=C1